NC1=C2C(=NC=N1)N(N=C2I)C(CC)C=2OC1=CC=CC=C1C(C2C2=CC(=CC=C2)F)=O 2-(1-(4-amino-3-iodo-1H-pyrazolo[3,4-d]pyrimidin-1-yl)propyl)-3-(3-fluorophenyl)-4H-chromen-4-one